(Z)-3-bromo-N-hydroxyiminobenzyl chloride BrC=1C=C(/C(=N/O)/Cl)C=CC1